OCCCCOC=1C=C(C=CC1)NC=1N=CC2=C(N1)NC(C=C2C#C[Si](C(C)C)(C(C)C)C(C)C)=O 2-((3-(4-Hydroxybutoxy)phenyl)amino)-5-((triisopropylsilyl)ethynyl)pyrido[2,3-d]pyrimidin-7(8H)-one